2-carboxyethyl-(naphthyl)phosphinic acid C(=O)(O)CCP(O)(=O)C1=CC=CC2=CC=CC=C12